4-benzyloxy-2-chloro-5,6-dimethyl-pyridine-3-carboxylic acid benzyl ester C(C1=CC=CC=C1)OC(=O)C=1C(=NC(=C(C1OCC1=CC=CC=C1)C)C)Cl